CC1=C(C=CC(=C1)C)C1CC2(C1)CCN(CC2)C(=O)OC(C)(C)C tert-Butyl 2-(2,4-dimethylphenyl)-7-azaspiro[3.5]nonane-7-carboxylate